Cl.N[C@H](CC1=CC=C(C=C1)O)C(=O)OC methyl D-tyrosinate hydrochloride